C(C)(C)(C)C1=NCCC2=C(C=CC=C12)OCCN(C)CCOC1=NC=C(C=N1)Br tert-Butyl-5-{2-[{2-[(5-bromopyrimidin-2-yl)oxy]ethyl}(methyl)amino]ethoxy}-3,4-dihydroisoquinoline